C(C)(C)(C)OC(=O)N1CC(CCC1)(O)C1=CC=CC=C1 N-t-Butoxycarbonyl-3-phenylpiperidin-3-ol